C1CCN2CCCC12COC=1N=C(C2=C(N1)C=CN=C2)OCC(F)(F)F 2-((hexahydro-1H-pyrrolizin-7a-yl)methoxy)-4-(2,2,2-trifluoroethoxy)pyrido[4,3-d]pyrimidine